[Li+].NC1=NN2C(C=C(C=C2)C=2C=NC(=C(C(=O)[O-])C2)C([2H])([2H])[2H])=N1 5-(2-amino-[1,2,4]triazolo[1,5-a]pyridin-7-yl)-2-Trideuteromethylnicotinic acid lithium salt